1-(4-bromophenyl)-2-thiourea BrC1=CC=C(C=C1)NC(=S)N